(S)-N-(4-(3-aminopyrrolidin-1-yl)-1,2-dimethyl-1H-benzo[d]imidazol-5-yl)-2-(5-fluoro-2-methoxyphenyl)-3-oxo-2,3-dihydropyridazine-4-carboxamide N[C@@H]1CN(CC1)C1=C(C=CC=2N(C(=NC21)C)C)NC(=O)C=2C(N(N=CC2)C2=C(C=CC(=C2)F)OC)=O